5-[(3S,5R)-4-tert-butoxycarbonyl-3,5-dimethyl-piperazin-1-yl]pyrido[3,4-b]pyrazine-8-carboxylic acid C(C)(C)(C)OC(=O)N1[C@H](CN(C[C@H]1C)C1=NC=C(C=2C1=NC=CN2)C(=O)O)C